Phenyl-(3-phenylpropyl)tellurium C1(=CC=CC=C1)[Te]CCCC1=CC=CC=C1